C(C)(C)(C)N(C(O)=O)C1CC2CCC(C1)N2.C(=O)(OCC2C1=CC=CC=C1C1=CC=CC=C21)N[C@@H](CCCCN=[N+]=[N-])C(=O)O Fmoc-azidolysine t-butyl-(exo-8-azabicyclo[3.2.1]octan-3-yl)carbamate